CC(C(CO)O)(C)C 3,3-Di-methyl-1,2-Butandiol